silver(II) hexafluoroantimonate F[Sb-](F)(F)(F)(F)F.[Ag+2].F[Sb-](F)(F)(F)(F)F